C(C)(C)(C)OC(=O)N1[C@@H](C[C@@H](CC1)O)C(=O)O (2S,4R)-1-(tert-butoxycarbonyl)-4-hydroxypiperidine-2-carboxylic acid